2-[6-[(E)-2-(aminomethyl)-3-fluoro-allyloxy]-1-oxo-3,4-dihydroisoquinolin-2-yl]acetamide hydrochloride Cl.NC/C(/COC=1C=C2CCN(C(C2=CC1)=O)CC(=O)N)=C\F